BrC=1C=CC(=NC1)N(C1=CC=C(C=C1)N(C(C)=O)C)C N-(4-((5-bromopyridin-2-yl)(methyl)amino)phenyl)-N-methylacetamide